4-Chloro-3-(2-chloroethoxy)-8-(2-oxo-1,2-dihydrobenzo[cd]indol-4-yl)-5,6,7,8-tetrahydronaphthalene-2-carbonitrile ClC1=C(C(=CC=2C(CCCC12)C=1C=C2C3=C(C(NC3=CC=C2)=O)C1)C#N)OCCCl